(3S,4S)-3-(4-((2-Cyclopropoxyethyl)amino)-2-fluoro-5-nitrobenzamido)-4-fluoropiperidine-1-carboxylic acid tert-butyl ester C(C)(C)(C)OC(=O)N1C[C@@H]([C@H](CC1)F)NC(C1=C(C=C(C(=C1)[N+](=O)[O-])NCCOC1CC1)F)=O